ClC=1C=C(C(=NC1)C(=NO)N)SC(C)C 5-chloro-N'-hydroxy-3-isopropylsulfanyl-pyridine-2-carboxamidine